N(CCO)(CCO)CCO.CC(CCCCCCCCCCCCCC)OP(=O)(O)O.BrC1=CC(=C(OCCO[Si](C(C)C)(C(C)C)C(C)C)C=C1)Cl (2-(4-bromo-2-chlorophenoxy)ethoxy)triisopropylsilane 2-Hexadecyl-phosphate triethanolAmin salt